Cl.N1C=NC2=C1C=CC(=C2)B(O)O 1H-BENZIMIDAZOLE-5-BORONIC ACID, HYDROCHLORIDE SALT